COC1(CCC(CC1)C1=NC(=CC(=N1)C)NC1=NNC(=C1)C)C(=O)O (cis)-1-methoxy-4-(4-methyl-6-((5-methyl-1H-pyrazol-3-yl)amino)pyrimidine-2-yl)cyclohexanecarboxylic acid